6-(4-((4-methylbenzyl)oxy)phenyl)-4-(1,2,3,6-tetrahydropyridin-4-yl)-7H-pyrrolo[2,3-d]pyrimidine CC1=CC=C(COC2=CC=C(C=C2)C2=CC3=C(N=CN=C3C=3CCNCC3)N2)C=C1